C1=C(C=CC2=CC=CC=C12)C=1C=CC=C2C(=CNC12)CN1CCOCC1 4-((7-(naphthalen-2-yl)-1h-indol-3-yl)methyl)morpholine